2-((8,9-difluoro-1-(methylamino)-1,4-dihydro-2H-pyrano[3,4-c]isoquinolin-6-yl)amino)ethan-1-ol FC=1C(=CC=2C3=C(N=C(C2C1)NCCO)COCC3NC)F